FC=1C=C(C=NC1)[C@@H]1N(CCC1)C1=NC=2N(C=C1)N=CC2C(=O)N[C@H](CO)C(C)C 5-((R)-2-(5-fluoropyridin-3-yl)pyrrolidin-1-yl)-N-((S)-1-hydroxy-3-methylbutan-2-yl)pyrazolo[1,5-a]pyrimidine-3-carboxamide